[Br-].COC(C(CC[P+](C1=CC=CC=C1)(C1=CC=CC=C1)C1=CC=CC=C1)C)=O (4-methoxy-3-methyl-4-oxobutyl)triphenylphosphonium bromide